C=1N=CN2C(C=3C=CC=CC3C21)C2CC(C21CCN(CC1)S(=O)(=O)C=1C=NC=CC1C)O 5H-imidazo[1,5-b]isoindol-5-yl-7-[(4-methyl-3-pyridyl)sulfonyl]-7-azaspiro[3.5]nonan-3-ol